C(C)(C)(C)OC(=O)N1CCC(CC1)C(C)(S(=O)(=O)C=1C=NC(=CC1)OC)F.C(C1=CC=CC=C1)OC1=CC(=NC(=C1)C)C=1C(=NC2=CC=CC=C2C1)N1C[C@H]([C@H](C1)C)OC (4-benzyloxy-6-methyl-2-pyridinyl)-2-[(3S,4S)-3-methoxy-4-methyl-pyrrolidin-1-yl]quinoline tert-Butyl-4-(1-fluoro-1-((6-methoxypyridin-3-yl)sulfonyl)ethyl)piperidine-1-carboxylate